C(CCC)C1(N(S(C2=C(N(C1)C1=CC=CC=C1)C=C(C(=C2)CO)SC)(=O)=O)CC2=CC=C(C=C2)OC)CC 3-butyl-3-ethyl-8-(hydroxymethyl)-2-(4-methoxybenzyl)-7-(methylthio)-5-phenyl-2,3,4,5-tetrahydro-1,2,5-benzothiadiazepine 1,1-dioxide